2-hexyldecyl 8-(hexylamino)octanoate 2-Hexyldecyl-8-(hexylamino)octanoate C(CCCCC)C(COC(CCCCCCCNCCCCCC)=O)CCCCCCCC.C(CCCCC)NCCCCCCCC(=O)OCC(CCCCCCCC)CCCCCC